C(C)OP(=O)(C)SCCN(C(C)C)C(C)C N-[2-[ethoxy(methyl)phosphoryl]sulfanylethyl]-N-propan-2-ylpropan-2-amine